C1(=C(C=CC=C1)C1(CC1)NC(=O)C=1C=2C[C@@H]3[C@H](C2N(N1)C1=C(C=C(C=C1)F)F)C3)C (1aR,5aR)-2-(2,4-Difluoro-phenyl)-1a,2,5,5a-tetrahydro-1H-2,3-diaza-cyclopropa[a]pentalene-4-carboxylic acid (1-o-tolyl-cyclopropyl)-amide